biphenyl-2,2'-dicarboxylate C=1(C(=CC=CC1)C(=O)[O-])C=1C(=CC=CC1)C(=O)[O-]